7-methyl-1-((3-((1S,5S,6R)-3-phenylbicyclo[3.1.0]hex-2-en-6-yl)-1,2,4-oxadiazol-5-yl)methyl)-1,7-dihydro-6H-purin-6-one CN1C=NC=2N=CN(C(C12)=O)CC1=NC(=NO1)[C@@H]1[C@H]2CC(=C[C@@H]12)C1=CC=CC=C1